O=C1NSC=C1 oxo-2,3-dihydroisothiazole